CS(=O)(=O)OC1CN(C[C@H](OC1)C(=O)OCC1=CC=CC=C1)C(=O)OC(C)(C)C 2-benzyl 4-tert-butyl (2S)-6-(methanesulfonyloxy)-1,4-oxazepane-2,4-dicarboxylate